COC1=CC=C(C=C1)C(=C)NC(C)=O N-(1-(p-methoxyphenyl)vinyl)acetamide